(3aR,5s,6aS)-N-(6-(phenylsulfonyl)pyridazin-3-yl)-2-((3-(trifluoromethyl)pyridin-2-yl)methyl)octahydrocyclopenta[c]pyrrol-5-amine C1(=CC=CC=C1)S(=O)(=O)C1=CC=C(N=N1)NC1C[C@@H]2[C@@H](CN(C2)CC2=NC=CC=C2C(F)(F)F)C1